methylmethoxyzirconium C[Zr]OC